7-chloro-[1,2,4]triazolo[1,5-a]pyridine-2-carbaldehyde ClC1=CC=2N(C=C1)N=C(N2)C=O